(R)-1-(5-((1-(3-(difluoromethyl)-2-fluorophenyl)ethyl)amino)-8-methylpyrido[2,3-d]pyridazine-3-yl)-4-methylpiperidin-4-ol FC(C=1C(=C(C=CC1)[C@@H](C)NC1=C2C(=C(N=N1)C)N=CC(=C2)N2CCC(CC2)(O)C)F)F